r-propyl-trimethoxysilane C(CC)[Si](OC)(OC)OC